C1(CC1)C=1C=CC=2N(C1)C=C(N2)COC2=NC(=NC(=C2)NCC2=C(C=C(C=C2C)C(NO)=N)C)C(=O)OCC ethyl 4-((6-cyclopropylimidazo[1,2-a]pyridin-2-yl)methoxy)-6-(4-(N-hydroxycarbamimidoyl)-2,6-dimethylbenzylamino)pyrimidine-2-carboxylate